(7R)-2-chloro-N-[2-(6-fluoro-1H-indol-3-yl)ethyl]-7-(methoxymethyl)-7,8-dihydro-6H-pyrimido[5,4-b][1,4]oxazin-4-amine ClC=1N=C(C=2OC[C@H](NC2N1)COC)NCCC1=CNC2=CC(=CC=C12)F